tert-butyl (E)-2-(2-chloro-3-fluorobenzyl)diazene-1-carboxylate ClC1=C(C/N=N/C(=O)OC(C)(C)C)C=CC=C1F